NC1=CC=C(C=C1)N1CCC(CC1)NCCCCOC1=CC=C(C=C1)C1C(NC(CC1)=O)=O 3-(4-(4-((1-(4-aminophenyl)piperidin-4-yl)amino)butoxy)phenyl)piperidine-2,6-dione